CC1N(CC=2N(C1)C(N(C2C(=O)OCC)C2=CC=C(C=C2)N2CC1(C2)CN(C1)C)=O)C(=O)OC(C)(C)C 7-tert-butyl 1-ethyl 6-methyl-2-(4-{6-methyl-2,6-diazaspiro[3.3]heptan-2-yl}phenyl)-3-oxo-5H,6H,8H-imidazo[1,5-a]pyrazine-1,7-dicarboxylate